ClC1=NN(C=C1C1=NC=CC(=N1)NC=1N=CC2=C(C=CC(=C2C1)C(C)C)N1[C@@H]([C@H](C1)CS(=O)(=O)C)C)C(C#N)C 2-(3-chloro-4-(4-((5-isopropyl-8-((2R,3S)-2-methyl-3-((methanesulfonyl)methyl)azetidin-1-yl)isoquinolin-3-yl)amino)pyrimidin-2-yl)-1H-pyrazol-1-yl)propanenitrile